3-chloropropyldimethylethoxysilane ClCCC[Si](OCC)(C)C